TrimethylolPropane Trimethacrylate pentyl-9-((4-((tert-butoxycarbonyl)amino)butyl)(5-(heptadecan-9-yloxy)-5-oxopentyl)amino)nonanoate C(CCCC)OC(CCCCCCCCN(CCCCC(=O)OC(CCCCCCCC)CCCCCCCC)CCCCNC(=O)OC(C)(C)C)=O.C(C(=C)C)(=O)O.C(C(=C)C)(=O)O.C(C(=C)C)(=O)O.C(O)C(CC)(CO)CO